C(C)OC(C(F)(F)C1=CC(=CC=C1)[C@@H](C)NC(=O)OC(C)(C)C)=O.FC(C(=O)N(C)OC)(F)C=1C=C(C=CC1)[C@@H](C)NC(OC(C)(C)C)=O tert-butyl [(1R)-1-(3-{1,1-difluoro-2-[methoxy(methyl)amino]-2-oxoethyl}phenyl)ethyl]carbamate Ethyl-(3-{(1R)-1-[(tert-butoxycarbonyl)amino]ethyl}phenyl)(difluoro)acetate